C(C1=CC=CC=C1)OC1CCC2(CC(C2)=O)CC1 7-benzyloxyspiro[3.5]nonan-2-one